tri-sodium citrate (S)-tert-butyl-(1,4-dimethyl-5-oxo-4,5,6,7-tetrahydro-1H-pyrazolo[3,4-b][1,4]oxazepin-6-yl)carbamate C(C)(C)(C)N(C([O-])=O)[C@@H]1C(N(C2=C(OC1)N(N=C2)C)C)=O.C(CC(O)(C(=O)O)CC(=O)[O-])(=O)[O-].[Na+].[Na+].[Na+]